ClC=1C=C(C=CC1)C(C(=O)N1CC2=C(N=C(NC2=O)C2(CC2)C2=CC(=CC=C2)C(C)C)CC1)(F)F 6-(2-(3-chlorophenyl)-2,2-difluoroacetyl)-2-(1-(3-isopropylphenyl)cyclopropyl)-5,6,7,8-tetrahydropyrido[4,3-d]pyrimidin-4(3H)-one